tert-butyl (R)-2-[[[3-[N'-(2-chlorophenyl)carbamimidoyl]-6-(6-methoxy-4-methyl-3-pyridyl)pyrrolo[1,2-b]pyridazin-4-yl]amino]methyl]pyrrolidine-1-carboxylate ClC1=C(C=CC=C1)N=C(N)C1=C(C=2N(N=C1)C=C(C2)C=2C=NC(=CC2C)OC)NC[C@@H]2N(CCC2)C(=O)OC(C)(C)C